(S)-4-((2-methoxyethyl)(4-(5,6,7,8-tetrahydro-1,8-naphthyridin-2-yl)butyl)amino)-2-(quinazolin-4-ylamino)butanoic acid benzyl ester C(C1=CC=CC=C1)OC([C@H](CCN(CCCCC1=NC=2NCCCC2C=C1)CCOC)NC1=NC=NC2=CC=CC=C12)=O